C1=CC(OC)=C2C=3[C@@]45[C@@H](O2)C(=O)CC[C@H]4[C@@H](CC13)N(C)CC5 Hydrocodone